(R)-N-(3-(1-((2-amino-5-chloropyridin-3-yl)oxy)ethyl)-phenyl)-3-((4-methylpiperazin-1-yl)methyl)benzamide NC1=NC=C(C=C1O[C@H](C)C=1C=C(C=CC1)NC(C1=CC(=CC=C1)CN1CCN(CC1)C)=O)Cl